[Cr](=O)(=O)([O-])[O-].[Ba+2].[Zr+4].[Cr](=O)(=O)([O-])[O-].[Cr](=O)(=O)([O-])[O-] zirconium-barium chromate